2-(6-(tert-butyl)pyridin-3-yl)-7-methyl-4-oxo-4H-pyrido[1,2-a]pyrimidine-3-carbonitrile C(C)(C)(C)C1=CC=C(C=N1)C=1N=C2N(C(C1C#N)=O)C=C(C=C2)C